BrC1=CC=2C(S1)=C(C1=C(SC(=C1)Br)C2C=2SC(=CC2)CC(CCCC)CC)C=2SC(=CC2)CC(CCCC)CC 2,6-dibromo-4,8-di(5-(2-ethylhexyl)thiophene-2-yl)benzo[1,2-b:4,5-b']dithiophene